FC1=C(C(=CC=C1F)F)C(C)=O 1-(2,3,6-Trifluoro-phenyl)eth-anone